3-(7-methoxyimidazo[1,2-a]pyridin-6-yl)-1-methylpiperidin-2-one COC1=CC=2N(C=C1C1C(N(CCC1)C)=O)C=CN2